C(C)(C)(C)OC(NC[C@@H]1OC2=CC=CC=C2C(C1)=O)=O (((R)-4-oxochroman-2-yl)methyl)carbamic acid tert-butyl ester